chloro-hydroxyaluminum Cl[Al]O